CC1=CC=C(C=C1)S(=O)(=O)[O-].C(CC=C)OC([C@H](C(C)C)[NH3+])=O (S)-1-(but-3-en-1-yloxy)-3-methyl-1-oxobutan-2-aminium 4-methylbenzenesulfonate